tert-butyl 4-(8-methyl-6-oxo-5-((3-(trifluoromethyl)pyrazin-2-yl)methyl)-5,6-dihydropyrido[2,3-b]pyrazin-7-yl)piperazine-1-carboxylate CC1=C(C(N(C2=NC=CN=C21)CC2=NC=CN=C2C(F)(F)F)=O)N2CCN(CC2)C(=O)OC(C)(C)C